CC1=C(C=C(C=C1)C=1C=NC(=CC1C(F)(F)F)S(=O)(=O)N1CCN(CC1)C)N(C=1SC=C(N1)C1=NC(=CC(=N1)N)N)CCC 2-(2-((2-Methyl-5-(6-((4-methylpiperazin-1-yl)sulfonyl)-4-(trifluoromethyl)pyridin-3-yl)phenyl)(propyl)amino)thiazol-4-yl)pyrimidine-4,6-diamine